sodium 3-[(2,3-dihydrothieno[3,4-b][1,4]dioxin-2-yl) methoxy]-1-methyl-1-propanesulfonate (3-[(2,3-dihydrothieno[3,4-b][1,4]dioxin-2-yl) methoxy]-1-methyl-1-propanesulfonate) O1C=2C(OCC1COCCC(S(=O)(=O)[O-])C)=CSC2.O2C=1C(OCC2COCCC(S(=O)(=O)O)C)=CSC1.[Na+]